C[C@@H]1CN(CCO1)C=1SC2=C(N1)SC(=C2)C(=O)OCC ethyl 2-[(2R)-2-methylmorpholin-4-yl]thieno[2,3-d]thiazole-5-carboxylate